1-{5-acetyl-2-oxa-5-azabicyclo[2.2.1]heptane-1-carbonyl}-4-fluoro-N-{phenyl[4-(propan-2-yl)phenyl]methyl}pyrrolidine-2-carboxamide C(C)(=O)N1C2COC(C1)(C2)C(=O)N2C(CC(C2)F)C(=O)NC(C2=CC=C(C=C2)C(C)C)C2=CC=CC=C2